Methyl ((4-(4-((2-(1-hydroxyethyl)-1H-imidazol-1-yl)methyl)phenyl)-2-isobutylthiazol-5-yl)sulfonyl)carbamate OC(C)C=1N(C=CN1)CC1=CC=C(C=C1)C=1N=C(SC1S(=O)(=O)NC(OC)=O)CC(C)C